1-methyl-9-[(3-methyl-1,2,4-oxadiazol-5-yl)methoxy]-4-(tetrahydrofuran-2-ylmethoxy)-6,7-dihydrobenzo[a]quinolizin-2-one CC=1C(C=C(N2CCC3=C(C12)C=CC(=C3)OCC3=NC(=NO3)C)OCC3OCCC3)=O